2,6-difluoro-4-((1-(3-fluorocyclopropyl)azetidin-3-yl)amino)benzaldehyde FC1=C(C=O)C(=CC(=C1)NC1CN(C1)C1CC1F)F